[Cu]=O.[Ba].[Y] Yttrium-barium-copper oxide